6-(3-(1,2,3,6-tetrahydropyridine-1-carbonyl)pyrazolo[1,5-a]pyridin-7-yl)isoindolin-1-one N1(CCC=CC1)C(=O)C=1C=NN2C1C=CC=C2C2=CC=C1CNC(C1=C2)=O